(2-(4-amino-7-(1-(tetrahydro-2H-pyran-2-yl)-1H-pyrazol-5-yl)-2H-pyrazolo[3,4-c]quinolin-2-yl)ethyl)carbamic acid tert-butyl ester C(C)(C)(C)OC(NCCN1N=C2C(=NC=3C=C(C=CC3C2=C1)C1=CC=NN1C1OCCCC1)N)=O